1-[2-[[1-[2-[2-fluoro-4-[3-[1-[5-(methoxymethyl)pyrimidin-2-yl]-4-piperidyl]propoxy]phenyl]acetyl]azetidin-3-yl]methylamino]ethyl]-3-[2-hydroxy-1,1-bis(hydroxymethyl)ethyl]urea FC1=C(C=CC(=C1)OCCCC1CCN(CC1)C1=NC=C(C=N1)COC)CC(=O)N1CC(C1)CNCCNC(=O)NC(CO)(CO)CO